COC(CN)OCC 2-methoxy(ethoxy)ethylamine